bicyclo[2.2.2]octane-1-carboxylic acid methyl ester COC(=O)C12CCC(CC1)CC2